(S)-2-(2,6-Difluorobenzamido)-3-(4-methoxy-1-methyl-2-oxo-1,2-dihydro-[3,8'-biquinolin]-5'-yl)propionic acid FC1=C(C(=O)N[C@H](C(=O)O)CC2=C3C=CC=NC3=C(C=C2)C=2C(N(C3=CC=CC=C3C2OC)C)=O)C(=CC=C1)F